BrC1=NN=C(S1)CNC(=O)C=1N=NN(C1)C=1C(=NC(=CC1)C)C N-((5-bromo-1,3,4-thiadiazol-2-yl)methyl)-1-(2,6-dimethylpyridin-3-yl)-1H-1,2,3-triazole-4-carboxamide